trichloromethanesulfonic acid ClC(S(=O)(=O)O)(Cl)Cl